1-(4-((6-amino-5-cyanopyrimidin-4-yl)oxy)-3-fluorophenyl)-3-(3-(tert-butyl)-1-(4-methoxyphenyl)-1H-pyrazol-5-yl)urea NC1=C(C(=NC=N1)OC1=C(C=C(C=C1)NC(=O)NC1=CC(=NN1C1=CC=C(C=C1)OC)C(C)(C)C)F)C#N